(S)-2,2-Difluoro-2-(2-fluoro-3-((R)-1-((2,6,8-trimethyl-7,8-dihydro-6H-[1,4]oxazino[3,2-g]quinazolin-4-yl)amino)ethyl)phenyl)ethan-1-ol FC(CO)(C1=C(C(=CC=C1)[C@@H](C)NC1=NC(=NC2=CC3=C(C=C12)N(C[C@@H](O3)C)C)C)F)F